C(C#C)SC[C@H](N)C(=O)O S-propargyl-cysteine